[Ni](Cl)Cl.CCC propane nickel dichloride